methyl 4-(4-fluorobenzoyl)-1H-pyrrole-2-carboxylate FC1=CC=C(C(=O)C=2C=C(NC2)C(=O)OC)C=C1